2-(4-((1R,5S)-3,8-diazabicyclo[3.2.1]octan-3-yl)-6-chloro-2-((4-(dimethylamino)phenyl)amino)-8-fluoroquinazolin-7-yl)-3-fluorophenol [C@H]12CN(C[C@H](CC1)N2)C2=NC(=NC1=C(C(=C(C=C21)Cl)C2=C(C=CC=C2F)O)F)NC2=CC=C(C=C2)N(C)C